4-fluoro-N-(2-hydroxypyridin-3-yl)pyrrolidine-2-carboxamide FC1CC(NC1)C(=O)NC=1C(=NC=CC1)O